C1(CCCC1)N1C(C(N(C=2C=NC(=NC12)NC1=C(C=C(C(=O)NCCCCN2CCN(CC2)CC2CCNCC2)C=C1)OC)C)=O)CC 4-[(8-cyclopentyl-7-ethyl-5-methyl-6-oxo-7H-pteridin-2-yl)amino]-3-methoxy-N-[4-[4-(4-piperidylmethyl)piperazin-1-yl]butyl]benzamide